FC(C(=O)O)(F)F.N1CCC(CC1)NC1=NC=CC(=N1)C1=NC=2N(C=C1)N=CC2 trans-5-[2-(piperidin-4-yl)aminopyrimidin-4-yl]pyrazolo[1,5-a]pyrimidine Trifluoroacetate